ClC1=C(NC2=NSC3=C2C=CC=C3)C=CC=C1C1=C(C(=CC=C1)OCCCN1CC(CC1)O)C 3-(2-chloro-3-(2-methyl-3-(3-(3-hydroxypyrrolidin-1-yl)propoxy)phenyl)anilino)benzisothiazol